N4-cyclohexylbenzene-1,4-diamine C1(CCCCC1)NC1=CC=C(C=C1)N